3-(4-(5-((6-(3,5-dichloro-phenyl)-4-((4-((3-methyl-ureido)methyl)piperidin-1-yl)methyl)pyridin-2-yl)oxy)pyrimidin-2-yl)piperazin-1-yl)propane-1-sulfonamide ClC=1C=C(C=C(C1)Cl)C1=CC(=CC(=N1)OC=1C=NC(=NC1)N1CCN(CC1)CCCS(=O)(=O)N)CN1CCC(CC1)CNC(=O)NC